thiazolyl-phosphorus S1C(=NC=C1)[P]